5-((6-(1-((1s,3s)-3-(3-(difluoromethyl)pyrrolidin-1-yl)cyclobutyl)-3,3-dimethyl-2-oxoindolin-6-yl)-3-isopropyl-3H-imidazo[4,5-c]pyridin-4-yl)amino)-N,2-dimethylbenzamide FC([C@@H]1CN(CC1)C1CC(C1)N1C(C(C2=CC=C(C=C12)C1=CC2=C(C(=N1)NC=1C=CC(=C(C(=O)NC)C1)C)N(C=N2)C(C)C)(C)C)=O)F